8-((2R,3S)-3-(((S)-Ethylsulfinyl)methyl)-2-methylazetidin-1-yl)-N-(2-((3S,4R)-3-fluoro-4-methoxyPiperidin-1-yl)pyrimidin-4-yl)-5-isopropylisoquinolin-3-amine C(C)[S@](=O)C[C@@H]1[C@H](N(C1)C=1C=CC(=C2C=C(N=CC12)NC1=NC(=NC=C1)N1C[C@@H]([C@@H](CC1)OC)F)C(C)C)C